tert-butyl (R)-3-(4-((3-aminopyridin-2-yl)amino)-2-fluoro-N-(8-methylisoquinolin-1-yl)benzamido)piperidine-1-carboxylate NC=1C(=NC=CC1)NC1=CC(=C(C(=O)N(C2=NC=CC3=CC=CC(=C23)C)[C@H]2CN(CCC2)C(=O)OC(C)(C)C)C=C1)F